2-ethyl-triethylene glycol dihexanoate C(CCCCC)(=O)OCC(OCCOCCOC(CCCCC)=O)CC